C(C)OC(=O)C1=NN(C(=C1)NC(C(C(=O)NC=1C=NC(=C(C1)C(F)(F)F)C#N)(C)O)=O)C 5-(3-((6-cyano-5-(trifluoromethyl)pyridin-3-yl)amino)-2-hydroxy-2-methyl-3-oxopropionamido)-1-methyl-1H-pyrazole-3-carboxylic acid ethyl ester